C(C(=C)C)(=O)OC#N methacrylic acid, cyanate